2-(epoxycyclohexyl)ethyltrimethoxysilane tert-butyl-3-(4-(2-((4-chlorobenzyl)amino)-2-oxoacetamido)-3-(methoxy-carbonyl)phenoxy)azetidine-1-carboxylate C(C)(C)(C)OC(=O)N1CC(C1)OC1=CC(=C(C=C1)NC(C(=O)NCC1=CC=C(C=C1)Cl)=O)C(=O)OC.C12(C(CCCC1)O2)CC[Si](OC)(OC)OC